(4-(5-(6-(difluoromethoxy)-5-(2,3-dimethylphenyl)-1H-pyrazolo[4,3-b]pyridin-3-yl)pyridin-2-yl)piperazin-1-yl)ethan-1-one FC(OC=1C=C2C(=NC1C1=C(C(=CC=C1)C)C)C(=NN2)C=2C=CC(=NC2)N2CCN(CC2)C(C)=O)F